N[C@@H](COC1CC(C1)CN1CCN(CC1)C1=CC=CC=2N(C(N(C21)C)=O)C2C(NC(CC2)=O)=O)C 3-[4-[4-[[3-[(2R)-2-aminopropoxy]cyclobutyl]methyl]piperazin-1-yl]-3-methyl-2-oxo-benzimidazol-1-yl]piperidine-2,6-dione